COC=1C=C(C=CC1)CC(CC(=O)OCC)=O ethyl 4-(3-methoxyphenyl)-3-oxobutyrate